FC1=C(C(=O)[O-])C=CN=C1C(C)C fluoro-2-isopropylisonicotinate